C(C=C)C=1C=C(C=CC1O)C=1C(=C(C=CC1C(C)C)C(C)C)C1=CC(=C(C=C1)O)CC=C Bis(3-(2-propenyl)-4-hydroxyphenyl)-p-diisopropylbenzol